C[SiH](C)C.C[SiH](C)C.[K] potassium bis(trimethylsilane)